4-chloro-6-methyl-2-(trifluoromethyl)-1,5-naphthyridine ClC1=CC(=NC2=CC=C(N=C12)C)C(F)(F)F